N-(6-(4-cyclopropyl-4H-1,2,4-triazol-3-yl)pyridin-2-yl)-1-methyl-6-oxo-3-(trifluoromethyl)-6,7-dihydro-1H-pyrazolo[3,4-b]pyridine-5-carboxamide C1(CC1)N1C(=NN=C1)C1=CC=CC(=N1)NC(=O)C1=CC2=C(NC1=O)N(N=C2C(F)(F)F)C